(2S,4R)-4-fluoro-N-[(S)-[3-fluoro-4-(propan-2-yl)phenyl](phenyl)methyl]-1-[2-(pyrazin-2-yl)acetyl]pyrrolidine-2-carboxamide F[C@@H]1C[C@H](N(C1)C(CC1=NC=CN=C1)=O)C(=O)N[C@@H](C1=CC=CC=C1)C1=CC(=C(C=C1)C(C)C)F